C1(=CC(=CC(=C1)C1=CC=C(C=C1)C#CC=1C=C(C=C(C(=O)[O-])C1)C(=O)[O-])C1=CC=C(C=C1)C#CC=1C=C(C=C(C(=O)[O-])C1)C(=O)[O-])C1=CC=C(C=C1)C#CC=1C=C(C=C(C(=O)[O-])C1)C(=O)[O-] 5,5',5''-((benzene-1,3,5-triyl-trisbenzene-4,1-diyl)tris(ethyne-2,1-diyl))triisophthalate